N-(2-{[2-(1H-imidazol-5-yl)ethyl]amino}ethyl)carbamic acid tert-butyl ester C(C)(C)(C)OC(NCCNCCC1=CN=CN1)=O